FC1=C2C=CC=NC2=C(C(=C1)F)C=1C(=NC(=CC1)CC)N (5,7-Difluoroquinolin-8-yl)-6-ethylpyridin-2-amine